C(C)OP(=O)(OCC)CC=1C=C2C=C(C=NC2=CC1)C(=O)OC methyl 6-[(diethoxyphosphoryl)methyl]quinoline-3-carboxylate